N1(CCC1)C=1C=C(C=CC1)C=1C(=C2N(C=NNC2=O)C1C)C 7-(3-(azetidin-1-yl)phenyl)-6,8-dimethylpyrrolo[1,2-d][1,2,4]triazin-1(2H)-one